methyl (2E)-4-(azetidin-1-yl)but-2-enoate N1(CCC1)C/C=C/C(=O)OC